2-ethylhexyl 2-cyano-3,3-diphenylacrylate para-tert-butylphenyl-salicylate C(C)(C)(C)C=1C=C(C(C(=O)O)=CC1)OC1=CC=CC=C1.C(#N)C(C(=O)OCC(CCCC)CC)=C(C1=CC=CC=C1)C1=CC=CC=C1